(2S,6R)-2-[1-(methoxymethyl)pyrazol-4-yl]-6-methyl-4-(4-nitrophenyl)sulfonyl-morpholine methyl-2-methoxy-6-phenylnicotinate COC(C1=C(N=C(C=C1)C1=CC=CC=C1)OC)=O.COCN1N=CC(=C1)[C@H]1CN(C[C@H](O1)C)S(=O)(=O)C1=CC=C(C=C1)[N+](=O)[O-]